3-methoxy-3-methyl-1-(6-(3-methyl-3H-[1,2,3]triazolo[4,5-b]pyridin-6-yl)thieno[2,3-b]pyridin-2-yl)cyclobutanol COC1(CC(C1)(O)C1=CC=2C(=NC(=CC2)C=2C=C3C(=NC2)N(N=N3)C)S1)C